NC1=C(C2=CC=CC=C2C=C1)C1=C(C=CC2=CC=CC=C12)NS(=O)C1=CC=C(C=C1)C N-[(R)-2'-amino[1,1'-binaphthyl]-2-yl]-4-methylbenzenesulfinamide